3-(1-isopropylpyrrolidin-2-yl)acryloyl chloride C(C)(C)N1C(CCC1)C=CC(=O)Cl